BrC1=CC(=C(OC2=NC=C(C(=C2)S(=O)(=O)NCC(=O)NC2CCC2)OC)C(=C1)Cl)Cl 2-[[2-(4-bromo-2,6-dichloro-phenoxy)-5-methoxy-4-pyridyl]sulfonylamino]-N-cyclobutyl-acetamide